(2,6-dichloropyridin-4-yl)methyl (S)-2-((tert-butoxycarbonyl)amino)-3-(2-oxo-1,2-dihydropyridin-4-yl)propanoate C(C)(C)(C)OC(=O)N[C@H](C(=O)OCC1=CC(=NC(=C1)Cl)Cl)CC1=CC(NC=C1)=O